4,4-dimethyl-1,3-dioxan-2-one CC1(OC(OCC1)=O)C